C1(=CC=C(C=C1)N(C(C[C@H]1C[C@H](N(C1)C=1C2=C(N=C(N1)C)C1=C(O2)C=CC=C1)C(=O)O)=O)C)C1=CC=CC=C1 (2S,4R)-4-(2-([1,1'-biphenyl]-4-yl(methyl)amino)-2-oxoethyl)-1-(2-methylbenzofuro[3,2-d]pyrimidin-4-yl)pyrrolidine-2-carboxylic acid